C([C@@H]1[C@H]([C@@H]([C@H]([C@H](O1)O[C@@H]2[C@H](O[C@@H]([C@@H]([C@H]2O)O)O[C@@H]3[C@H](O[C@@H]([C@@H]([C@H]3O)O)O[C@@H]4[C@H](O[C@@H]([C@@H]([C@H]4O)O)O[C@@H]5[C@H](O[C@@H]([C@@H]([C@H]5O)O)O[C@@H]6[C@H](O[C@@H]([C@@H]([C@H]6O)O)O)CO)CO)CO)CO)CO)O)O)O)O The molecule is a maltohexaose hexasaccharide in which the glucose residue at the reducing end is in the pyranose ring form and has alpha configuration at the anomeric carbon atom.